8-(4-(4-Cyclopropylpiperazin-1-yl)piperidin-1-yl)-3-ethynyl-6,6-dimethyl-11-oxo-6,11-dihydro-5H-benzo[b]carbazole-9-carbonitrile C1(CC1)N1CCN(CC1)C1CCN(CC1)C=1C(=CC2=C(C(C=3NC4=CC(=CC=C4C3C2=O)C#C)(C)C)C1)C#N